NCCC1=CNC=N1 HISTAMIN